methyl 6-methoxy-2-((tetrahydrofuran-3-yl)methyl)-2H-indazole-5-carboxylate COC=1C(=CC2=CN(N=C2C1)CC1COCC1)C(=O)OC